C1(=CC=CC=C1)C1=CC=C2C3=C(NC2=C1)N=CN=C3NCCCN3CCCCC3 7-phenyl-N-(3-(piperidin-1-yl)propyl)-9H-pyrimido[4,5-b]indol-4-amine